BrC1=CC=C2C(=CC=NC2=C1)OCCN1N=C(C=CC1=O)C=1SC=C(C1)C 2-(2-((7-bromoquinolin-4-yl)oxy)ethyl)-6-(4-methylthiophen-2-yl)pyridazin-3(2H)-one